N[C@@H]1C[C@H](C1)[18F] trans-1-Amino-3-[18F]-fluorocyclobutan